S1C(=CC=C1)C=O thiophene-2-carboxaldehyde